4-azaindole N1C=CC2=NC=CC=C12